FC1=C(C(=C(C(=C1P(C1=C(C(=C(C(=C1F)F)F)F)F)C1=C(C(=C(C(=C1F)F)F)F)F)F)F)F)F.FC1=C(C(=C(C(=C1P(C1=C(C(=C(C(=C1F)F)F)F)F)C1=C(C(=C(C(=C1F)F)F)F)F)F)F)F)F.FC1=C(C(=C(C(=C1P(C1=C(C(=C(C(=C1F)F)F)F)F)C1=C(C(=C(C(=C1F)F)F)F)F)F)F)F)F.FC1=C(C(=C(C(=C1P(C1=C(C(=C(C(=C1F)F)F)F)F)C1=C(C(=C(C(=C1F)F)F)F)F)F)F)F)F.[Pd] palladium tetrakis(tris(pentafluorophenyl)phosphine)